3-(4-(benzo[d]thiazol-7-yl)phenyl)-N-(2-ethynyl-thiazol-4-yl)propanamide S1C=NC2=C1C(=CC=C2)C2=CC=C(C=C2)CCC(=O)NC=2N=C(SC2)C#C